FC=1C(=NNC1C1CN(CC1)C#N)C1=NC(=CC=C1)N1CCCCC1 3-(4-fluoro-3-(6-(piperidin-1-yl)pyridin-2-yl)-1H-pyrazol-5-yl)pyrrolidine-1-carbonitrile